2-(1,5-dimethyl-1H-pyrazol-4-yl)-1H-pyrrolo[2,3-c]pyridine CN1N=CC(=C1C)C1=CC=2C(=CN=CC2)N1